BrC=1C=C(C[C@@H]2CCNC2)C=CC1 (2S,4R)-4-(3-Bromo-benzyl)-pyrrolidine